N6-(tert-butoxycarbonyl)-N2-(2-((tert-butoxycarbonyl)amino)ethyl)-L-lysine C(C)(C)(C)OC(=O)NCCCC[C@H](NCCNC(=O)OC(C)(C)C)C(=O)O